C(C)(C)(C)CC(C)(C)OC(=O)N(C(O)=O)C=1C2=C(N=CN1)N(C=C2C2=CC=C(C=1N2C=CN1)N)CCO.COC[SiH](C)C methoxy(dimethyl)silylmethane Tert-Butyl-(5-(8-Aminoimidazo[1,2-A]Pyridin-5-Yl)-7-(2-Hydroxyethyl)-7H-Pyrrolo[2,3-D]Pyrimidin-4-Yl)(Tert-Butoxycarbonyl)Carbamate